1-(4-butylphenyl)-2-oxo-1,2-dihydroquinoxaline-3-carboxylic acid C(CCC)C1=CC=C(C=C1)N1C(C(=NC2=CC=CC=C12)C(=O)O)=O